N-(5-(3-Chloropropyl)-7-(dimethylamino)-5-methyl-10-(o-tolyl)dibenzo[b,e]silin-3(5H)-ylidene)-N-methylmethanaminium ClCCC[Si]1(C=2C(=C(C3=C1C=C(C=C3)N(C)C)C3=C(C=CC=C3)C)C=CC(C2)=[N+](C)C)C